6'-chloro-5'-methoxy-2H-[1,3'-bipyridyl]-2-one ClC1=C(C=C(C=N1)N1C(C=CC=C1)=O)OC